ClC1=C(C=NN1C1CCS(CC1)=O)[N+](=O)[O-] 4-(5-chloro-4-nitro-1H-pyrazol-1-yl)tetrahydro-2H-thiopyran 1-oxide